ClC1=C(C(=CC=C1)C)N1N=CC(=C1CCl)C1CC1 1-(2-chloro-6-methylphenyl)-5-(chloromethyl)-4-cyclopropyl-1H-pyrazole